N[C@@H](C(=O)O)CC=1C(=NOC1C)O (R)-α-Amino-3-hydroxy-5-methyl-4-isoxazolepropionic acid